2-(1-(3,5-difluorophenyl)-1H-pyrazol-4-yl)-N-(5-(oxetan-3-yl)-1H-pyrazol-3-yl)propanamide FC=1C=C(C=C(C1)F)N1N=CC(=C1)C(C(=O)NC1=NNC(=C1)C1COC1)C